5-Fluoro-7-(((trans)-3-fluoro-1-methylpiperidin-4-yl)methoxy)-2-((((trans)-4-hydroxycyclohexyl)thio)methyl)quinazolin-4(3H)-one FC1=C2C(NC(=NC2=CC(=C1)OC[C@H]1[C@@H](CN(CC1)C)F)CS[C@@H]1CC[C@H](CC1)O)=O